C1(CC1)N1CCN(CC1)C1=C(C=C(C(=C1)OC)NC1=NC=NC(=C1)N1OCCC1CC1=CC(=CC(=C1)F)F)NC(C=C)=O N-(2-(4-cyclopropylpiperazine-1-yl)-5-((6-(S)-(3-(3,5-difluorobenzyl)isoxazolidine-2-yl)pyrimidine-4-yl)amino)-4-methoxyphenyl)acrylamide